racemic-2-(((3-butyl-3-ethyl-7-(methylsulfonyl)-1,1-dioxido-5-phenyl-2,3,4,5-tetrahydro-1,2,5-benzothiadiazepin-8-yl)methyl)thio)acetic acid C(CCC)[C@]1(NS(C2=C(N(C1)C1=CC=CC=C1)C=C(C(=C2)CSCC(=O)O)S(=O)(=O)C)(=O)=O)CC |r|